ClC(C)C1=CC=C(C=C1)OC(F)(F)F 1-(1-chloroethyl)-4-(trifluoromethoxy)benzene